C1N(CCC2=CC=CC=C12)[C@H]1[C@@H](CN(CC1)C(=O)C1=CC(=NC(=N1)C=1SC(=CC1)C)NC1CCN(CC1)C(C)=O)O 1-(4-((6-((3R,4R)-4-(3,4-dihydroisoquinolin-2(1H)-yl)-3-hydroxypiperidine-1-carbonyl)-2-(5-methylthiophen-2-yl)pyrimidin-4-yl)amino)piperidin-1-yl)ethan-1-one